FC(C1CN(C1)CC1=CC(=C2CN(C(C2=C1)=O)C1=CC(=CC=C1)C1(COC1)[C@H](C1=NN=CN1C)F)C(F)(F)F)F (R)-6-((3-(difluoromethyl)azetidin-1-yl)methyl)-2-(3-(3-(fluoro(4-methyl-4H-1,2,4-triazol-3-yl)methyl)oxetan-3-yl)phenyl)-4-(trifluoromethyl)isoindolin-1-one